OC(=O)CCCC[C@@H]1S(C[C@@H]2NC(=O)N[C@H]12)=S biotin monosulfide